[Cl-].[Mn+2].[Ni+2].[Cl-].[Cl-].[Cl-] nickel manganese chloride salt